2-[9H-fluorene-9-yl-methoxycarbonyl-[2-(4-methylpiperazin-1-yl)ethyl]amino]acetic acid C1=CC=CC=2C3=CC=CC=C3C(C12)COC(=O)N(CC(=O)O)CCN1CCN(CC1)C